CC(C=CC(=O)N1C(OC[C@H]1C1=CC=CC=C1)=O)C 3-(4-methylpent-2-enoyl)-4R-phenyloxazolidin-2-one